[Si](C)(C)(C(C)(C)C)OCCC1(NC=C(C(=N1)N)C(F)(F)F)Cl 2-((tert-butyldimethylsilyloxy)ethyl)-2-chloro-5-(trifluoromethyl)pyrimidin-4-amine